1-Methyl-5-(pyridin-2-ylmethoxy)indole-2,3-dione CN1C(C(C2=CC(=CC=C12)OCC1=NC=CC=C1)=O)=O